FC=1C=C(C=CC1NC1=NC=C(C(=N1)N1C[C@@](CCC1)(C)O)C(F)(F)F)S(=O)(=O)N[C@H]1[C@H](CN(CC1)C(=O)OC(C)(C)C)C 1-Tert-butyl (3S,4R)-4-[[3-fluoro-4-[[4-[(3S)-3-hydroxy-3-methyl-1-piperidyl]-5-(trifluoromethyl)pyrimidin-2-yl]amino]phenyl]sulfonylamino]-3-methyl-piperidine-1-carboxylate